N1N=NC2=C1C=CC(=C2)C2=NOC(=N2)C2=C(C=CC=C2)Br 3-(1H-benzo[d][1,2,3]triazol-5-yl)-5-(2-bromophenyl)-1,2,4-oxadiazole